FC=1C=C(OC2C(C(C2(C)C)CC(=O)N)(C)C)C=CC1C#N (3-(3-fluoro-4-cyanophenoxy)-2,2,4,4-tetramethylcyclobutyl)acetamide